6-(2-(3'-chloro-5'-fluoro-[1,1'-biphenyl]-3-yl)acetyl)-2-(1-(3-chlorophenyl)cyclopropyl)-3,5,6,7,8,9-hexahydro-4H-pyrimido[5,4-c]azepin-4-one ClC=1C=C(C=C(C1)F)C1=CC(=CC=C1)CC(=O)N1CC2=C(CCC1)N=C(NC2=O)C2(CC2)C2=CC(=CC=C2)Cl